2'-O-methyluridine 3'-phosphate P(=O)(O)(O)O[C@H]1[C@H]([C@@H](O[C@@H]1CO)N1C(=O)NC(=O)C=C1)OC